CC1=CC=C(S1)C(=O)N1C[C@H]2[C@@H](C1)C(CC2)=O (3aS,6aR)-2-(5-methylthiophene-2-carbonyl)hexahydrocyclopenta[c]pyrrol-4(1H)-one